ClCC(=O)NCCCCCNC1=NC2=CC(=C(C=C2C(=N1)NC1CCN(CC1)C1CCCC1)OC)OC 2-chloro-N-(5-((4-((1-cyclopentylpiperidin-4-yl)amino)-6,7-dimethoxyquinazolin-2-yl)amino)pentyl)acetamide